7-(7-fluoro-1,4,4-trimethyl-9-(trifluoromethyl)-4,5-dihydro-[1,2,4]triazolo[4,3-a]quinoxalin-8-yl)-1H-indole-3-carbonitrile FC=1C=C2NC(C=3N(C2=C(C1C=1C=CC=C2C(=CNC12)C#N)C(F)(F)F)C(=NN3)C)(C)C